5-[(1R)-1-(3,5-dichloro-4-pyridyl)ethoxy]-3-[1-(1-methylsulfonyl-4-piperidyl)pyrazol-4-yl]-1H-indazole ClC=1C=NC=C(C1[C@@H](C)OC=1C=C2C(=NNC2=CC1)C=1C=NN(C1)C1CCN(CC1)S(=O)(=O)C)Cl